C(C)(=O)OC=CCCCCCCCCCCC 1-tridecenyl 1-acetate